2-[trans-4-(dimethylamino)cyclohexyl]-7-chloro-2,4-dimethyl-1,3-benzodioxole CN([C@@H]1CC[C@H](CC1)C1(OC2=C(O1)C(=CC=C2C)Cl)C)C